CC1(CC(OCC1)CO)C (4,4-Dimethyltetrahydropyran-2-yl)methanol